C(C1=CC=CC=C1)N(C(=O)N1[C@@H](CCC1)C(=O)OC)N1C(C2=CC=CC=C2C1=O)=O methyl (benzyl(1,3-dioxoisoindolin-2-yl)carbamoyl)-L-prolinate